N-[4-(3-chloro-2-fluoro-anilino)-7-[2-[(1S,5R)-3-methyl-3-azabicyclo[3.1.0]hexan-1-yl]ethynyl]-quinazolin-6-yl]but-2-ynamide ClC=1C(=C(NC2=NC=NC3=CC(=C(C=C23)NC(C#CC)=O)C#C[C@]23CN(C[C@@H]3C2)C)C=CC1)F